N-(4-(4-{[(2S)-2-amino-2,4-dimethylpent-4-en-1-yl]oxy}-3-cyanophenyl)pyridin-2-yl)-2,2-difluorocyclopropane-1-carboxamide N[C@](COC1=C(C=C(C=C1)C1=CC(=NC=C1)NC(=O)C1C(C1)(F)F)C#N)(CC(=C)C)C